(E)-1-[4-[[1-[2-(2,4-Difluorophenyl)-2-hydroxy-3-(1,2,4-triazol-1-yl)propyl]triazol-4-yl]methoxy]phenyl]-3-(4-methylphenyl)prop-2-en-1-one FC1=C(C=CC(=C1)F)C(CN1N=NC(=C1)COC1=CC=C(C=C1)C(\C=C\C1=CC=C(C=C1)C)=O)(CN1N=CN=C1)O